(1R,2R)-N-[7-chloro-6-(4-cyano-4-fluoro-1-piperidyl)-3-isoquinolyl]-2-pyrimidin-5-yl-cyclopropanecarboxamide ClC1=C(C=C2C=C(N=CC2=C1)NC(=O)[C@H]1[C@@H](C1)C=1C=NC=NC1)N1CCC(CC1)(F)C#N